C(C)OC(=O)[C@@H]1C[C@H]([C@@H](CC1)O)NC(=O)OC(C)(C)C.C1(CCCCC1)C(=O)C1=CC=CC=C1 cyclohexyl-(phenyl)methanone ethyl-(1S,3R,4R)-3-((tert-butoxycarbonyl)amino)-4-hydroxycyclohexane-1-carboxylate